(E)-N-(2-methoxy-5-(4-(4-(4-oxopent-2-enoyl)piperazin-1-yl)pyrido[3,2-d]pyrimidin-6-yl)pyridin-3-yl)-2,4-dimethyl-thiazole-5-sulfonamide COC1=NC=C(C=C1NS(=O)(=O)C1=C(N=C(S1)C)C)C=1C=CC=2N=CN=C(C2N1)N1CCN(CC1)C(\C=C\C(C)=O)=O